The molecule is a benzoxadiazole that is 2,1,3-benzoxadiazole which is substituted at position 4 by chlorine and at position 7 by a nitro group. It has a role as a fluorescent probe, a fluorochrome, an EC 3.6.1.3 (adenosinetriphosphatase) inhibitor and an EC 1.4.3.4 (monoamine oxidase) inhibitor. It is a benzoxadiazole, a C-nitro compound and an organochlorine compound. C1=C(C2=NON=C2C(=C1)Cl)[N+](=O)[O-]